tert-Butyl 4-(2,4-dioxotetrahydropyrimidin-1(2H)-yl)-1H-pyrrolo[2,3-c]pyridine-1-carboxylate O=C1N(CCC(N1)=O)C1=C2C(=CN=C1)N(C=C2)C(=O)OC(C)(C)C